C(CCCC)SC1=CC=C(C=C1)F 4-fluorophenyl (amyl) sulfide